ClC=1C=C(CN2C=3N(C4=C(C2=O)CN(CC4)C(=O)OCC4=CC=CC=C4)CCCN3)C=CC1 benzyl 6-(3-chlorobenzyl)-5-oxo-1,5,6,8,9,10-hexahydropyrido[3,4-e]pyrimido[1,2-a]pyrimidine-3(4H)-carboxylate